isooctylammonium C(CCCCC(C)C)[NH3+]